ClC=1N=NC(=CC1)N1C=NC(=C1)C(F)F 3-Chloro-6-[4-(difluoromethyl)-1H-imidazol-1-yl]pyridazine